4H-quinolizine C=1C=CCN2C=CC=CC12